cyanoiminoacetic acid C(#N)N=CC(=O)O